1-Tert-butyl (3R)-3-[3-[1-(2,6-dioxo-3-piperidyl)-3-methyl-2-oxo-benzimidazol-4-yl]prop-2-ynoxy]pyrrolidine-1-carboxylate O=C1NC(CCC1N1C(N(C2=C1C=CC=C2C#CCO[C@H]2CN(CC2)C(=O)OC(C)(C)C)C)=O)=O